NC1=C(C2=C(S1)CCCC2C(=O)ONC(CC2=CC=C(C=C2)Br)=N)C#N N-((2-amino-3-cyano-4,5,6,7-tetrahydrobenzo[b]thiophene-4-carbonyl)oxy)-2-(4-bromophenyl)acetimidamide